C(C1=CC=CC=C1)OC(NC12CC(C1)(C2)NC(COC2=CC(=C(C=C2)Cl)F)=O)=O {3-[2-(4-chloro-3-fluorophenoxy)acetylamino]bicyclo[1.1.1]pentan-1-yl}carbamic acid benzyl ester